NC1CCC(CC1)N(C=1C(=C(C=C(C1)C1=CC=C(C=C1)CN1CCOCC1)C(=O)NCC=1C(NC(=CC1C)C)=O)C)C 5-(((1s,4s)-4-aminocyclohexyl)(methyl)amino)-N-((4,6-dimethyl-2-oxo-1,2-dihydropyridin-3-yl)methyl)-4-methyl-4'-(morpholinomethyl)-[1,1'-biphenyl]-3-carboxamide